C1(=CC=CC=C1)C1=CC=C2C=3C=CC=CC3NC2=C1 7-phenyl-carbazole